C(C1=CC=CC=C1)N1C=C2C(C=3C=CC=NC13)=CCN(C2)CC2=CN=C(S2)C 6-Benzyl-3-((2-methylthiazol-5-yl)methyl)-2,3,4,6-tetrahydropyrido[3,4-c][1,8]naphthyridine